3-(5-(piperidin-4-yl)-4H-1,2,4-triazol-3-yl)pyrazolo[1,5-a]pyrimidine N1CCC(CC1)C=1NC(=NN1)C=1C=NN2C1N=CC=C2